BrCC(=O)C1=C(C=CC=C1F)Br 2-bromo-1-(2-bromo-6-fluorophenyl)ethan-1-one